ClC1=NC=CC(=N1)C=1C=NC=CC1OC1=CC(=C(N)C=C1)F 4-[[3-(2-chloropyrimidin-4-yl)-4-pyridyl]oxy]-2-fluoro-aniline